1-[4-(2-ethylphenylthio)phenyl]-octan-1-one-2-one oxime C(C)C1=C(C=CC=C1)SC1=CC=C(C=C1)C(C(CCCCCC)=O)=NO